FC(C=1C=C(C=CC1)NCC(=O)NN)(F)F 2-(3-(Trifluoromethyl)phenylamino)acetohydrazide